(R)-6-(6-(1-(2,2-difluoro-1-(4-fluorophenyl)propyl)-1H-pyrazol-4-yl)pyridin-2-yl)-8-fluoro-[1,2,4]triazolo[1,5-a]pyridin-2-amine FC([C@@H](C1=CC=C(C=C1)F)N1N=CC(=C1)C1=CC=CC(=N1)C=1C=C(C=2N(C1)N=C(N2)N)F)(C)F